4-[10-(4-carboxyl-naphthalene-1-yl)anthracene-9-yl]naphthalene-1-formic acid C(=O)(O)C1=CC=C(C2=CC=CC=C12)C1=C2C=CC=CC2=C(C2=CC=CC=C12)C1=CC=C(C2=CC=CC=C12)C(=O)O